Methyl 2-(2-amino-4-bromobenzyl)-1-(2-methoxyethyl)-1H-benzo[d]imidazole-6-carboxylate NC1=C(CC2=NC3=C(N2CCOC)C=C(C=C3)C(=O)OC)C=CC(=C1)Br